(R)-Pyrrolidin-3-ylmethyl-(7-fluoro-6-(8-methyl-2,3-dihydro-1H-pyrido[2,3-b][1,4]oxazin-7-yl)isochinolin-3-yl)carbamat N1C[C@@H](CC1)COC(NC=1N=CC2=CC(=C(C=C2C1)C1=C(C2=C(OCCN2)N=C1)C)F)=O